FC(C=1C=C2C=C(C=NC2=CC1)C(=O)O)(F)F 6-(Trifluoromethyl)quinoline-3-carboxylic acid